C(CCCCC)OCOCCCC(CC(CC(C)I)C)C 8-iodo-4,6-dimethylnonyl hexyloxymethyl ether